4,4-difluorocyclohexane-methanol FC1(CCC(CC1)CO)F